Dibenzyl hydrogen phosphate P(=O)(OCC1=CC=CC=C1)(OCC1=CC=CC=C1)O